4-[4-(3-methoxyphenoxy)piperidin-1-yl]-1-methyl-2-oxo-1,2-dihydroquinoline-3-carbonitrile COC=1C=C(OC2CCN(CC2)C2=C(C(N(C3=CC=CC=C23)C)=O)C#N)C=CC1